CS(=O)(=O)CN1C=CN2N=CC(=C21)C(=O)N2CC1(C2)CC(C1)NC(=O)NC1=CC(=CC=C1)C(F)(F)F 1-(2-(1-((methylsulfonyl)methyl)-1H-imidazo[1,2-b]pyrazole-7-carbonyl)-2-azaspiro[3.3]heptan-6-yl)-3-(3-(trifluoromethyl)phenyl)urea